O=N[C@@H](CC(C)C)[C@@H](O)CC(O)=O ketostatine